(1R,3S)-3-(3-{[(5-methoxypyrazin-2-yl)acetyl]amino}-1H-pyrazol-5-yl)cyclopentyl (2S,4S)-2,4-dimethylazetidine-1-carboxylate C[C@@H]1N([C@H](C1)C)C(=O)O[C@H]1C[C@H](CC1)C1=CC(=NN1)NC(CC1=NC=C(N=C1)OC)=O